2-hydroxy-6-(trifluoromethyl)pyridine-3-carbonitrile OC1=NC(=CC=C1C#N)C(F)(F)F